6-isopropyl-1,10-phenanthroline-2-formaldehyde C(C)(C)C=1C=C2C=CC(=NC2=C2N=CC=CC12)C=O